3,5-di-t-butylphenyl-boronic acid C(C)(C)(C)C=1C=C(C=C(C1)C(C)(C)C)B(O)O